2-butyl-1-(4-methoxybenzyl)-7-(tetrahydrofuran-3-yl)-1H-imidazo[4,5-d]pyridazin-4-amine C(CCC)C1=NC=2C(=C(N=NC2N)C2COCC2)N1CC1=CC=C(C=C1)OC